C(=O)(O)CC1(CC1)CCCCC=1C=C(C=CC1)CCCCC(CC(=O)O)(C)C 7-(3-(4-(1-(carboxymethyl)cyclopropyl)butyl)phenyl)-3,3-dimethylheptanoic acid